N,N'-Bis(3-methylphenyl)-N,N'-bis(phenyl)-benzidine CC=1C=C(C=CC1)N(C1=CC=C(C=C1)C1=CC=C(N(C2=CC=CC=C2)C2=CC(=CC=C2)C)C=C1)C1=CC=CC=C1